1,2-Bis(2-dimethylaminoethoxy)ethane CN(CCOCCOCCN(C)C)C